CC([C@H](C)NS(=O)(=O)C1=C(C=CC=C1)[N+](=O)[O-])(C)C (S)-N-(3,3-dimethylbutan-2-yl)-2-nitrobenzenesulfonamide